COC1=CC(=CC=2N(C=NC21)C[C@@H]2OCC2)C(=O)O 4-methoxy-1-(((R)-oxetan-2-yl)methyl)-1H-benzo[d]imidazole-6-carboxylic acid